NC1=C(C=C2C=C(C(NC2=N1)=O)I)I 7-amino-3,6-diiodo-1,8-naphthyridin-2(1H)-one